C(C1=CC=CC=C1)N(C(O)=O)[C@H](C=1OC2=C(N1)C=C(C=C2)[C@H](COC)N2C(N[C@H](C2)C(F)F)=O)C2CCC(CC2)(F)F.C(C)(C)(C)[Si](COC)(COC)C(C)(C)C di-t-butyl-bis(methoxymethyl)silane Benzyl-((S)-(4,4-difluorocyclohexyl)(5-((R)-1-((R)-4-(difluoromethyl)-2-oxoimidazolidin-1-yl)-2-methoxyethyl)benzo[d]oxazol-2-yl)methyl)carbamate